N-[8-[4-[4-[(2,6-dioxo-3-piperidyl)amino]phenyl]-1-piperidyl]-7-hydroxy-octyl]-5-[rac-(2R)-2-(2,5-difluorophenyl)pyrrolidin-1-yl]pyrazolo[1,5-a]pyrimidine-3-carboxamide O=C1NC(CCC1NC1=CC=C(C=C1)C1CCN(CC1)CC(CCCCCCNC(=O)C=1C=NN2C1N=C(C=C2)N2[C@H](CCC2)C2=C(C=CC(=C2)F)F)O)=O |r|